BrC1=C(C=C(C=C1)C1(CC(C1)=O)C)C 3-(4-bromo-3-methyl-phenyl)-3-methyl-cyclobutanone